C(C)(=O)OCCOC=1C=CC=2C3(C4=CC=CC=C4SC2C1OCCOC(C)=O)OCC(CO3)C3=CC=CC=C3 2-[4'-(2-acetoxyethoxy)-5-phenyl-spiro[1,3-dioxane-2,9'-thioxanthene]-3'-yl]oxyethyl acetate